O1CCN(CC1)CCOC=1C=CC(=C(C1)C=1C(=NC(=CC1)C=1C=NNC1)C(=O)N)N1CCCCC1 (5-(2-morpholinoethoxy)-2-(piperidin-1-yl)phenyl)-6-(1H-pyrazol-4-yl)pyridineamide